FC1=C(OC2=C(C=C(C=C2)NS(=O)(=O)CC)C=2C(=[N+](C(=CC2)OCCN2CCCC2)[O-])C)C=CC(=C1)F (2-(2,4-difluorophenoxy)-5-(ethylsulfonylamino)phenyl)-2-methyl-6-(2-(pyrrolidin-1-yl)ethoxy)pyridine 1-oxide